C(#N)C=1C=NC=CC1CCNC(OC(C)(C)C)=O tert-butyl N-[2-(3-cyanopyridin-4-yl)ethyl]carbamate